CC(CC[C@@H](C=1N=NNN1)NC1=CN=CC2=CC=CC=C12)(C)C [(S)-4,4-dimethyl-1-(2H-tetraazol-5-yl)pentyl]-4-isoquinolylamine